C(C)(C)N1C=C(C2=CC(=CC=C12)C=1C=C2C=CC=NC2=CC1)CC(=O)NCC=1SC=CC1 2-(1-isopropyl-5-(quinolin-6-yl)-1H-indol-3-yl)-N-(thiophen-2-ylmethyl)acetamide